10-(3'-(9H-carbazol-9-yl)-5-(chlorodiphenylsilyl)-[1,1'-biphenyl]-3-yl)-9,9-dimethyl-9,10-dihydroacridine C1=CC=CC=2C3=CC=CC=C3N(C12)C=1C=C(C=CC1)C1=CC(=CC(=C1)[Si](C1=CC=CC=C1)(C1=CC=CC=C1)Cl)N1C=2C=CC=CC2C(C2=CC=CC=C12)(C)C